CC1=NC=C(C(=C1O)CN[C@@H](CCCCNC(=O)C)C(=O)O)COP(=O)(O)O The molecule is a N(6)-acyl-L-lysine arising from reductive N-alkylation of N(6)-acetyl-L-lysine by pyridoxal-5-phosphate. It has a role as an epitope and an antigen. It is an organic phosphate and a N(6)-acyl-L-lysine. It derives from a pyridoxal. It is a conjugate acid of a N(6)-acetyl-N(2)-(5'-phosphonatopyridoxyl)-L-lysinate(2-).